NCCCN1C=C(C2=CC(=CC=C12)CN1CC(C1)N1CCN(CC1)C=1C=C2C(N(C(C2=CC1)=O)C1C(NC(CC1)=O)=O)=O)C1=CC=C(C=C1)OC(F)(F)F 5-(4-(1-((1-(3-aminopropyl)-3-(4-(trifluoromethoxy)phenyl)-1H-indol-5-yl)methyl)azetidin-3-yl)piperazin-1-yl)-2-(2,6-dioxopiperidin-3-yl)isoindoline-1,3-dione